C(C)C=1C(=CC2=C(N(C(N2)=O)[C@H]2CN(CCC2)CC(CC)CC)C1)C=1C=C(C=2N(C1)N=CN2)OC (R)-6-Ethyl-1-(1-(2-ethylbutyl)piperidin-3-yl)-5-(8-methoxy-[1,2,4]triazolo[1,5-a]pyridin-6-yl)-1,3-dihydro-2H-benzo[d]imidazol-2-on